chlorospiro[cyclopropane-1,3'-pyrrolo[3,2-c]pyridin]-2'(1'h)-one ClN1C(C2(C=3C=NC=CC31)CC2)=O